iodo-bicyclo[1.1.1]pentane IC12CC(C1)C2